tert-butyl 2-(2-((7-(3-(((tert-butoxycarbonyl)amino)methyl)phenyl)-4-cyclopropylbenzofuran-5-yl)methoxy)phenyl)acetate C(C)(C)(C)OC(=O)NCC=1C=C(C=CC1)C1=CC(=C(C=2C=COC21)C2CC2)COC2=C(C=CC=C2)CC(=O)OC(C)(C)C